BrC=1C=C(C(=NC1)C=1C(=C(SC1)C(=O)OC)F)[N+](=O)[O-] methyl 4-(5-bromo-3-nitropyridin-2-yl)-3-fluorothiophene-2-carboxylate